BrC1=NC=CC(=C1)C(O)C1=NN=CN1C (2-bromopyridin-4-yl)(4-methyl-4H-1,2,4-triazol-3-yl)methanol